4-hydroxy-1-(2-ethylhexyl)quinolin-2-one OC1=CC(N(C2=CC=CC=C12)CC(CCCC)CC)=O